[4-(5-chloro-1,3-benzoxazol-2-yl)phenyl]tetrahydrofuran-3-carboxamide ClC=1C=CC2=C(N=C(O2)C2=CC=C(C=C2)C2OCCC2C(=O)N)C1